phenanthren-3-yl [1,4'-bipiperidine]-1'-carboxylate monotrifluoroacetate FC(C(=O)O)(F)F.N1(CCCCC1)C1CCN(CC1)C(=O)OC=1C=CC=2C=CC3=CC=CC=C3C2C1